O=C1N(CCC(N1)=O)C=1C=CC(=NC1)OCCN1[C@H](CN(C[C@H]1C)C(=O)OCC1=CC=CC=C1)C Benzyl (3S,5R)-4-(2-((5-(2,4-dioxotetrahydropyrimidin-1(2H)-yl)pyridin-2-yl)oxy)ethyl)-3,5-dimethylpiperazine-1-carboxylate